CN1N=C(C=2N=C(NC(C21)=O)SC)C 1,3-dimethyl-5-(methylthio)-1H-pyrazolo[4,3-d]pyrimidin-7(6H)-one